C[NH+](C)CCOC(C1=CC=CC=C1)C2=CC=C(C=C2)Br.[Cl-] The molecule is the hydrochloride salt of bromazine. An antihistamine with antimicrobial properties, it is used in the control of cutaneous allergies. It has a role as a histamine antagonist, an antimicrobial agent, a muscarinic antagonist and a H1-receptor antagonist. It is a hydrochloride and an organobromine compound.